[C@H]12CC(C[C@H](CC1)N2)OC2=CC=C(N=N2)C2=C(C=C(C=C2)C2=CC(NC=C2)=O)O 4-(4-(6-(((1R,3s,5S)-8-azabicyclo[3.2.1]octan-3-yl)oxy)pyridazin-3-yl)-3-hydroxyphenyl)pyridin-2(1H)-one